FC=1C=C(C=CC1C)C=1C=NC=2CCN(CC2C1)C=1C(=C(C=2N(N1)C(C=C(N2)C)=O)C)C 7-(3-(3-fluoro-4-methylphenyl)-7,8-dihydro-1,6-naphthyridin-6(5H)-yl)-2,8,9-trimethyl-4H-pyrimido[1,2-b]pyridazin-4-one